tert-butyl 4-(2-(2,6-dioxopiperidin-3-yl)-1,3-dioxoisoindolin-5-yl)-3,3-difluoro-3,6-dihydropyridine-1(2H)-carboxylate O=C1NC(CCC1N1C(C2=CC=C(C=C2C1=O)C=1C(CN(CC1)C(=O)OC(C)(C)C)(F)F)=O)=O